Silinan [SiH2]1CCCCC1